N-methyl-5-(piperazin-1-yl)thiazol-2-amide hydrochloride Cl.CNC(=O)C=1SC(=CN1)N1CCNCC1